ClC1=C(C(=CC=C1O)C)C1=C2C(=C3C=C(N=CC3=C1)NC(=O)C1CC1)CN(C2=O)C N-(4-(2-chloro-3-hydroxy-6-methylphenyl)-2-methyl-3-oxo-2,3-dihydro-1H-pyrrolo[3,4-f]isoquinolin-8-yl)cyclopropanecarboxamide